2-chloro-N-(8-(hydroxymethyl)-1,4-dioxaspiro[4.5]dec-8-yl)acetamide ClCC(=O)NC1(CCC2(OCCO2)CC1)CO